ClC1=CC(=C(C=N1)OC[C@@H]1CN(CCO1)C(=O)OC(C)(C)C)I tert-butyl (S)-2-(((6-chloro-4-iodopyridin-3-yl)oxy)methyl)morpholine-4-carboxylate